tert-butyl 4-(7-fluoro-3-morpholino-4,5-dihydropyrazolo[1,5-a]quinolin-2-yl)piperidine-1-carboxylate FC=1C=C2CCC=3N(C2=CC1)N=C(C3N3CCOCC3)C3CCN(CC3)C(=O)OC(C)(C)C